N-(6-(5-((2,5-dichlorophenyl)sulfonamido)-2-methylphenyl)quinazolin-2-yl)pivalamide ClC1=C(C=C(C=C1)Cl)S(=O)(=O)NC=1C=CC(=C(C1)C=1C=C2C=NC(=NC2=CC1)NC(C(C)(C)C)=O)C